CCCCCCCCCCCC=1C(NC(=NC1C)N)=O 5-(11-undecyl)-6-methylisocytosine